NCCCN1N=CC(=C1)C1=CC=C(OC[C@@H](C(=O)O)O\N=C(/C(=O)N[C@H]2[C@@H](N(C2=O)S(=O)(=O)O)C)\C=2N=C(SC2)N)C=C1 (S)-3-(4-(1-(3-aminopropyl)-1H-pyrazol-4-yl)phenoxy)2-((((Z)-(2-aminothiazol-4-yl)2-(((2S,3S)-2-methyl-4-oxo-1-sulfoazetidin-3-yl)amino)-2-oxoethylidene)amino)oxy)propanoic acid